C(C=C)(=O)OC(C)CCCCCCCCCCCCCCCCC heptadecylethyl acrylate